N'-methylbenzotriazole CN1N=C2C(=N1)C=CC=C2